C(C=C)C(C(=O)OCC)C(=O)OCC 1,3-diethyl 2-(prop-2-en-1-yl)propanedioate